1,1-difluoro-6-azaspiro[2.5]octane-6-sulfonamide FC1(CC12CCN(CC2)S(=O)(=O)N)F